[NH+]12CCC(CC1)C2 azoniabicyclo[2.2.1]heptane